Oxodipropionitrile O(CCC#N)CCC#N